N-(1-(7-(1-ethoxyvinyl)quinolin-5-yl)cyclopropyl)-2-methyl-5-((1-methylazetidin-2-yl)methoxy)benzamide C(C)OC(=C)C1=CC(=C2C=CC=NC2=C1)C1(CC1)NC(C1=C(C=CC(=C1)OCC1N(CC1)C)C)=O